OC(CC=1NC(NC1)=S)CNC1=C(C=CC=C1)OC 4-[2-hydroxy-3-(2-methoxyphenylamino)propyl]-1,3-dihydroimidazole-2-thione